C(C)(C)(C)OC(=O)NC1=CC(=C(C=N1)C(=O)O)NC(CO)C1=CC=CC=C1 6-{[(tert-butoxy)carbonyl]amino}-4-[(2-hydroxy-1-phenylethyl)amino]pyridine-3-carboxylic acid